FC1(CCC(CC1)NC(=O)C=1C=NC=C(C1)C1=CC(=CC(=C1)F)F)F N-(4,4-difluorocyclohexyl)-5-(3,5-difluorophenyl)pyridine-3-carboxamide